2-chloro-5-((3-fluorobenzyl)oxy)pyrimidine ClC1=NC=C(C=N1)OCC1=CC(=CC=C1)F